CC1(CCC1)CNC(=O)[C@@H]1[C@@H]([C@H]2C=C[C@@H]1C2)NC(OC(C)(C)C)=O tert-Butyl ((1R,2R,3S,4S)-3-(((1-methylcyclobutyl)methyl)carbamoyl)bicyclo[2.2.1]hept-5-en-2-yl)carbamate